((4-(tert-butyl)phenyl)ethynyl)pyrrolidine-1-carboxylic acid tert-butyl ester C(C)(C)(C)OC(=O)N1C(CCC1)C#CC1=CC=C(C=C1)C(C)(C)C